3-(4-((4-(2-(benzoyloxyimino) octanoyl) phenyl) thio) phenyl)-2-cyano-3-phenylacrylate C(C1=CC=CC=C1)(=O)ON=C(C(=O)C1=CC=C(C=C1)SC1=CC=C(C=C1)C(=C(C(=O)[O-])C#N)C1=CC=CC=C1)CCCCCC